O[C@@H]1[C@@H]2[C@]3(CCC(C=C3CC[C@H]2[C@@H]2CC[C@H](C(C)=O)[C@]2(C1)C)=O)C 11β-hydroxypregn-4-ene-3,20-dione